allyl N-[[rac-(2S)-oxiran-2-yl]methyl]carbamate O1[C@H](C1)CNC(OCC=C)=O |r|